(+-)-1-(2-(difluoromethoxy)pyridin-4-yl)ethan-1-amine FC(OC1=NC=CC(=C1)[C@@H](C)N)F |r|